(L)-N-(4-((4-([1,2,4]triazolo[1,5-a]pyridin-7-yloxy)-2-methoxy-5-methylphenyl)amino)-7-methoxyquinazolin-6-yl)-2-fluoro-4,4-dimethylpent-2-enamide N=1C=NN2C1C=C(C=C2)OC2=CC(=C(C=C2C)NC2=NC=NC1=CC(=C(C=C21)NC(C(=CC(C)(C)C)F)=O)OC)OC